(S)-3-(5-(2,6-dimethylphenyl)pyridin-3-yl)-3-((R)-2-(5-methyl-2-oxopyridin-1(2H)-yl)-2-phenylacetamido)propanoic acid CC1=C(C(=CC=C1)C)C=1C=C(C=NC1)[C@H](CC(=O)O)NC([C@@H](C1=CC=CC=C1)N1C(C=CC(=C1)C)=O)=O